8-amino-6-[4-(2-hydroxyethyl)pyridin-3-yl]-2,7-naphthyridine NC=1N=C(C=C2C=CN=CC12)C=1C=NC=CC1CCO